7-Ethyl-4-((R)-3-(methylamino)pyrrolidin-1-yl)-6,7,8,9-tetrahydropyrimido[5,4-b][1,4]oxazepin-2-amine C(C)C1CNC2=C(OC1)C(=NC(=N2)N)N2C[C@@H](CC2)NC